NC1=NC=CC=C1C#CC[C@@H](C(=O)N[C@H]1CN(CC12CC2)CCCC(=O)O)NC(=O)OC(C)(C)C 4-[(7R)-7-[(2S)-5-(2-aminopyridin-3-yl)-2-{[(tert-butoxy)carbonyl]amino}pent-4-ynamido]-5-azaspiro[2.4]heptan-5-yl]butanoic acid